C(C)O[Si](CCCS)(OCC)OCC 3-(Triethoxysilyl)-1-propanethiol